3-bromo-2-[(1r,5s)-6-(4-methyl-1,2,4-triazol-3-yl)-3-azabicyclo[3.1.0]hex-3-yl]benzonitrile BrC=1C(=C(C#N)C=CC1)N1C[C@H]2C([C@H]2C1)C1=NN=CN1C